7-Methoxy-4-((3-methoxy-5-(piperidin-1-yl)phenyl)amino)quinoline-6-carboxamide COC1=C(C=C2C(=CC=NC2=C1)NC1=CC(=CC(=C1)N1CCCCC1)OC)C(=O)N